COC1=C(C=CC(=C1)N1CCC(CC1)N1CCN(CC1)C)NC=1N=C(C2=C(N1)NC=C2)N2OCC[C@H]2C2=CC=CC=C2 (S)-N-(2-methoxy-4-(4-(4-methylpiperazin-1-yl)piperidin-1-yl)phenyl)-4-(3-phenylisoxazolidin-2-yl)-7H-pyrrolo[2,3-d]pyrimidin-2-amine